C(C)(C)(C)OC(=O)NC1COC2(C1)CCN(CC2)C(=O)OCC2=CC=CC=C2 benzyl 3-((tert-butoxycarbonyl)amino)-1-oxa-8-azaspiro[4.5]decane-8-carboxylate